C(C)(C)(C)OC(=O)N(C(OC(C)(C)C)=O)C1=C(C=CC(=C1)NC(=O)[C@@H]1C([C@H]1C1=CC(=CC(=C1)Cl)Cl)(Cl)Cl)Cl |r| trans-rac-tert-butyl (tert-butoxycarbonyl)(2-chloro-5-(2,2-dichloro-3-(3,5-dichlorophenyl)cyclopropane-1-carboxamido)phenyl)carbamate